ClC1=CC=C(C=C1)OC(=O)C=1C=C(C=C2C1C(=C(O2)C2=CC=C(C=C2)OC)C2=CC(=CC(=C2)OC)OC)OC 2-(4-methoxyphenyl)-3-(3,5-dimethoxyphenyl)-6-methoxy-4-benzofurancarboxylic acid-4-chlorophenyl ester